NC1=C2C(=NC=N1)N(N=C2I)C2CCN(CC2)C(=O)[O-] 4-(4-amino-3-iodo-1H-pyrazolo[3,4-d]pyrimidin-1-yl)piperidine-1-carboxylate